N-(1-(2-((2,3-dihydro-1H-inden-2-yl)amino)pyrimidin-5-yl)-1H-pyrazol-3-yl)-6-methoxy-1H-benzo[d][1,2,3]triazole-5-carboxamide C1C(CC2=CC=CC=C12)NC1=NC=C(C=N1)N1N=C(C=C1)NC(=O)C1=CC2=C(NN=N2)C=C1OC